BrC=1C=CC(=C2C=C(N=CC12)N)C 8-bromo-5-methylisoquinolin-3-amine